COC([C@@H](NC(=O)OC(C)(C)C)C(C1=CN(C2=CC=CC=C12)C)(C)C)=O N-(t-butoxycarbonyl)-β,β,1-trimethyl-L-tryptophan methyl ester